C(C)N(C(C1=C(C=C(C(=C1)C(C)C)O)O)=O)C=1C=C2C=CNC2=CC1 N-ethyl-2,4-dihydroxy-N-(1H-indol-5-yl)-5-isopropylbenzamide